ClC=1C=CC(=C(C1)S(=O)(=O)NC1=CC=2C(NCCCC2N=C1)=O)OC 5-chloro-2-methoxy-N-(5-oxo-6,7,8,9-tetrahydro-5H-pyrido[3,2-c]azepin-3-yl)benzenesulfonamide